C1(=CC=CC=C1)S(=O)(=O)N1N=CC(=C1)S(=O)(=O)NC=1C=CC(=C2C(=CNC12)C#N)C 1-(benzenesulfonyl)-N-(3-cyano-4-methyl-1H-indol-7-yl)pyrazole-4-sulfonamide